C1(C=CC(N1CCC(=O)N)=O)=O 3-maleimidopropionamide